N-benzyl-2,6-dihydroxy-5'-methyl-4-pentyl-2'-(prop-1-en-2-yl)-[1,1'-biphenyl]-3-sulfonamide C(C1=CC=CC=C1)NS(=O)(=O)C=1C(=C(C(=CC1CCCCC)O)C1=C(C=CC(=C1)C)C(=C)C)O